[5-(4-amino-1-tetrahydropyran-2-yl-pyrazol-3-yl)imidazo[4,5-b]pyridin-3-yl]methyl 2,2-dimethylpropanoate CC(C(=O)OCN1C=NC=2C1=NC(=CC2)C2=NN(C=C2N)C2OCCCC2)(C)C